C[N+](C)(CCCS(=O)(=O)[O-])CCCCCCCCCCCCCCCC.C(CC)S(=O)(=O)O propanesulfonate (3-(N,N-dimethyl palmitylammonio)-propanesulfonate)